(1S,2R,3R,5R)-3-[(R)-(3,4-difluorophenyl)(hydroxy)methyl]-5-(7H-pyrrolo[2,3-d]pyrimidin-4-ylamino)cyclopentane-1,2-diol FC=1C=C(C=CC1F)[C@@H]([C@@H]1[C@H]([C@H]([C@@H](C1)NC=1C2=C(N=CN1)NC=C2)O)O)O